FC(C)(F)C1=NNC(=C1C)C(=O)OCC ethyl 3-(1,1-difluoroethyl)-4-methyl-1H-pyrazole-5-carboxylate